((6-(6-cyclopropyl-5-fluoro-2-((4-(1,2,3,6-tetrahydropyridin-4-yl)phenyl)amino)-7H-pyrrolo[2,3-d]pyrimidin-7-yl)pyridin-2-yl)imino)dimethyl-λ6-sulfanone C1(CC1)C1=C(C2=C(N=C(N=C2)NC2=CC=C(C=C2)C=2CCNCC2)N1C1=CC=CC(=N1)N=S(=O)(C)C)F